C([C@@H]1[C@@H]([C@@H]([C@H]([C@@H](O1)O[C@H]([C@@H](CO)O)[C@@H](C(=O)CO)O)O)O)O)O 4-O-β-D-Galactopyranosyl-D-fructose